C(CCCCCCC)C(CCCCCCCC)OC(CCCCCCCOC(=O)[C@H]1N(CC(C1)OC(CCNCC1=CC=CC=C1)=O)CCCCCC(OCCCCCCCCCCC)=O)=O (2S)-4-[3-(benzylamino)propionyloxy]-1-(6-oxo-6-undecoxy-hexyl)pyrrolidine-2-carboxylic acid [8-(1-octylnonyloxy)-8-oxo-octyl] ester